C(CCCCC\C=C/C)=O (Z)-7-nonenal